(3S,11aS)-2-cyclobutyl-7-((3-fluoro-4-((2-(trifluoromethyl)pyridin-4-yl)oxy)benzyl)oxy)-1,2,3,4-tetrahydro-9H,11H-3,11a-methano-pyrazino[1',2':3,4]imidazo[1,2-c]pyrimidin-9-one C1(CCC1)N1C[C@]23N(C=4N(C(N=C(C4)OCC4=CC(=C(C=C4)OC4=CC(=NC=C4)C(F)(F)F)F)=O)C2)C[C@@H]1C3